(11a'S)-8'-(Benzyloxy)-7'-methoxy-1'H-spiro[cyclopropane-1,2'-pyrrolo[2,1-c][1,4]benzodiazepine]-5',11'(10'H,11a'H)-dione C(C1=CC=CC=C1)OC1=CC2=C(C(N3[C@H](C(N2)=O)CC2(C3)CC2)=O)C=C1OC